C1(=CC=CC=C1)C(CN)N 2-phenylethane-1,2-diamine